C(CCCCCCCCCCCCCCCCC)(=O)OCCOC(CCCCCCCCCCCCCCCCC)=O N'-ethylene distearate